CN1CCN(CC1)CCNC(=O)C1=C(C=CC=C1)NC(C1=CN=CC=C1)=O N-(2-((2-(4-methylpiperazin-1-yl)ethyl)carbamoyl)phenyl)nicotinamide